4-{[(1S,4S)-5-({4-[4-oxazol-2-yl-phenoxy]phenyl}methyl)-2,5-diazabicyclo[2.2.1]heptan-2-yl]methyl}benzoic acid O1C(=NC=C1)C1=CC=C(OC2=CC=C(C=C2)CN2[C@@H]3CN([C@H](C2)C3)CC3=CC=C(C(=O)O)C=C3)C=C1